FC(C)(C)C1=NC(=NO1)C12CCC(CC1)(CC2)CN(C(=O)NC2CCC(CC2)(C(F)(F)F)O)C=2C=C(C=CC2)C2=CC=C(C=C2)C(C)(C)O 1-((4-(5-(2-fluoropropan-2-yl)-1,2,4-oxadiazol-3-yl)bicyclo[2.2.2]octan-1-yl)methyl)-3-(4-hydroxy-4-(trifluoromethyl)cyclohexyl)-1-(4'-(2-hydroxypropan-2-yl)-[1,1'-biphenyl]-3-yl)urea